N-(3-(3'-chloro-6-methoxy-5-((((5-oxopyrrolidin-2-yl)methyl)amino)methyl)-[2,4'-bipyridin]-2'-yl)-2-methylphenyl)-5-(((3-hydroxy-3-methylcyclobutyl)amino)methyl)picolinamide ClC=1C(=NC=CC1C1=NC(=C(C=C1)CNCC1NC(CC1)=O)OC)C=1C(=C(C=CC1)NC(C1=NC=C(C=C1)CNC1CC(C1)(C)O)=O)C